CC1CCC(CC1)[SiH](OC)CCCCC 4-methylcyclohexyl-pentylmethoxysilane